2-(3-formyl-4-hydroxyphenyl)-4-methyl-5-thiazolecarboxylic acid ethyl ester C(C)OC(=O)C1=C(N=C(S1)C1=CC(=C(C=C1)O)C=O)C